ClC=1C=C2C=CN(C2=C(C1)C1=C2C(=NC=C1)C=C(S2)CN2C(N(C(=CC2=O)C)C)=O)CC2(CCNCC2)C#N 4-((5-Chloro-7-(2-((3,4-Dimethyl-2,6-dioxo-3,6-dihydropyrimidin-1(2H)-yl)Methyl)thieno[3,2-b]pyridin-7-yl)-1H-indol-1-yl)methyl)piperidine-4-carbonitrile